S(=O)(=O)(C1=CC=C(C)C=C1)C1=CC=2N(C=N1)C=C(C2)CNC(OC(C)(C)C)=O tert-butyl ((3-tosylpyrrolo[1,2-c]pyrimidin-6-yl)methyl)carbamate